1-(4-chloro-3-(trifluoromethyl)phenyl)-3-(3,4-difluorophenyl)urea ClC1=C(C=C(C=C1)NC(=O)NC1=CC(=C(C=C1)F)F)C(F)(F)F